N1(CCC(CC1)CO)C1CCNCC1 [1,4'-bipiperidin]-4-ylmethanol